FC1(C(C2=CC=CC=C2C(C1)CC1=CC=C(C=C1)OC)=O)F 2,2-difluoro-4-(4-methoxybenzyl)-3,4-dihydronaphthalen-1(2H)-one